(5R)-2-methyl-N-[(3S)-5-methyl-4-oxo-2,3-dihydro-1,5-benzoxazepin-3-yl]-5-(trifluoromethyl)-4,5,6,7-tetrahydroindazole-3-carboxamide CN1N=C2CC[C@H](CC2=C1C(=O)N[C@H]1COC2=C(N(C1=O)C)C=CC=C2)C(F)(F)F